((S)-1'-(5-(3-chloro-2-aminopyridin-4-yl)-4-carbamoyl-6-methylpyrimidin-2-yl)-1,3-dihydrospiro[indene-2,4'-piperidin]-1-yl)carbamic acid tert-butyl ester C(C)(C)(C)OC(N[C@@H]1C2=CC=CC=C2CC12CCN(CC2)C2=NC(=C(C(=N2)C(N)=O)C2=C(C(=NC=C2)N)Cl)C)=O